(4-(3-(4,4-difluorocyclohexyl)-6,7-difluoro-2-oxoindolin-3-yl)-2-fluorophenyl)boronic acid FC1(CCC(CC1)C1(C(NC2=C(C(=CC=C12)F)F)=O)C1=CC(=C(C=C1)B(O)O)F)F